[F-].C(CCCCCCCCCC)[N+]1=CC=C(C=C1)CC 1-undecyl-4-ethylpyridinium fluoride salt